4-Chloro-8-isocyanato-1,2,3,5,6,7-hexahydro-s-indacene ClC1=C2CCCC2=C(C=2CCCC12)N=C=O